C1(CC1)S(=O)(=O)N1N=CC(=C1)C1=NC=CC(=N1)NC1=NC=C(C(=C1)N1C[C@@]2(C[C@@H]2C1)CO)C#CC=1C=NN(C1)C(F)(F)F ((1S,5S)-3-(2-((2-(1-(Cyclopropylsulfonyl)-1H-pyrazol-4-yl)pyrimidin-4-yl)amino)-5-((1-(trifluoromethyl)-1H-pyrazol-4-yl)ethynyl)pyridin-4-yl)-3-azabicyclo[3.1.0]hexan-1-yl)methanol